FC(C1=C(C=CC=C1)C1=NC(=NO1)C=O)(F)F 5-(2-trifluoromethylphenyl)-1,2,4-oxadiazole-3-carbaldehyde